2-(4-cyclopropyl-1H-pyrazol-1-yl)-1-((5aS,6R,11bR)-14-(cyclopropylmethyl)-5a,10-dihydroxy-1,2,5,5a,6,7-hexahydro-6,11b-(epiminoethano)naphtho[1,2-d]azepin-3(4H)-yl)ethan-1-one C1(CC1)C=1C=NN(C1)CC(=O)N1CC[C@@]23[C@@](CC1)([C@@H](CC1=CC=C(C=C12)O)N(CC3)CC3CC3)O